C(C=C)(=O)OCCCCCCOC1=CC=C(C(=O)OC2=C(C=C(C=C2)OC(=O)C2CCC(CC2)CCCC)C=NN(CCCCCC)C=2SC3=C(N2)C=CC=C3)C=C1 [2-[(1,3-benzothiazol-2-yl(hexyl)hydrazono)methyl]-4-(4-butylcyclohexanecarbonyl)oxy-phenyl] 4-(6-prop-2-enoyloxyhexoxy)benzoate